(1R,3S,5R)-2-(2-(3-acetyl-7-methyl-5-(2-methylpyrimidin-5-yl)-1H-indazol-1-yl)acetyl)-N-decyl-5-methyl-2-azabicyclo[3.1.0]hexane-3-carboxamide C(C)(=O)C1=NN(C2=C(C=C(C=C12)C=1C=NC(=NC1)C)C)CC(=O)N1[C@@H]2C[C@@]2(C[C@H]1C(=O)NCCCCCCCCCC)C